4-(3-Chloro-4-(4-(2-((1-(methylsulfonyl)piperidin-4-yl)amino)-5-(trifluoromethyl)pyrimidin-4-yl)-1H-imidazol-1-yl)phenethyl)-1-methylpiperazin-2-one ClC=1C=C(CCN2CC(N(CC2)C)=O)C=CC1N1C=NC(=C1)C1=NC(=NC=C1C(F)(F)F)NC1CCN(CC1)S(=O)(=O)C